4-(5-oxo-4,5-dihydro-1,2,4-thiadiazol-3-yl)cyclohexane-1-carboxamide O=C1NC(=NS1)C1CCC(CC1)C(=O)N